4-methoxyphenylene glycol COC=1C=C(C(=CC1)O)O